COC(C1=CC=C(C=C1)C=1SC(=C(N1)OCC1=CC(=CC2=C1C=C(O2)C=2N=C1SC(=NN1C2)C)OC)C)=O 4-(4-((6-methoxy-2-(2-methylimidazo[2,1-b][1,3,4]thiadiazol-6-yl)benzofuran-4-yl)methoxy)-5-methylthiazol-2-yl)benzoic acid methyl ester